ClC1=CC(=CC=2N=C(OC21)C=2C(=C(C=CC2)C2=C(C(=CC=C2)\C=C(\C2=CC(=C(C=C2)CO)OC)/F)C)C)CO (Z)-(7-chloro-2-(3'-(2-fluoro-2-(4-(hydroxymethyl)-3-methoxyphenyl)vinyl)-2,2'-dimethyl-[1,1'-biphenyl]-3-yl)benzo[d]oxazol-5-yl)methanol